5-((4-(5-methylthiophene-2-yl)phenyl)thio)-2-nitroaniline CC1=CC=C(S1)C1=CC=C(C=C1)SC=1C=CC(=C(N)C1)[N+](=O)[O-]